Methyl isoquinoline-1-carboxylate C1(=NC=CC2=CC=CC=C12)C(=O)OC